C(C)(C)(C)N1N=NC(=C1)C(=O)NCC1=C(C=C(C=C1)C1=NC(=NC=C1)Cl)CO 1-(tert-butyl)-N-(4-(2-chloropyrimidin-4-yl)-2-(hydroxymethyl)benzyl)-1H-1,2,3-triazole-4-carboxamide